methyl 5-bromo-3-(phenoxycarbonylamino)thiophene-2-carboxylate BrC1=CC(=C(S1)C(=O)OC)NC(=O)OC1=CC=CC=C1